NC1=NC=C(C=C1C1=CC=C(C=C1)O)C1=CC=C(C=C1)S(=O)(=O)C 4-[2-amino-5-(4-methylsulfonyl-phenyl)-3-pyridyl]phenol